OCC(C)(C)NC1=NC(=C(C(=O)NC2=NC(=CC=C2)N2CC(CCC2)NC)C=C1)N1CCC2(CC2)CC1 6-((1-hydroxy-2-methylpropan-2-yl)amino)-N-(6-(3-(methylamino)piperidin-1-yl)pyridin-2-yl)-2-(6-azaspiro[2.5]octan-6-yl)nicotinamide